N-ethyl-1-[2-methyl-4-(1,1,2,2,2-pentafluoroethyl)phenyl]ethanamine C(C)NC(C)C1=C(C=C(C=C1)C(C(F)(F)F)(F)F)C